C1(CC1)NC(C([C@H](CCC(C)(F)F)NC(=O)[C@H]1N(CC2(C1)CCCCC2)C([C@@H](COC)NC(OC)=O)=O)=O)=O Methyl ((R)-1-((S)-3-(((S)-1-(cyclopropylamino)-6,6-difluoro-1,2-dioxoheptan-3-yl)carbamoyl)-2-azaspiro[4.5]decan-2-yl)-3-methoxy-1-oxopropan-2-yl)carbamate